NC1=NC(=NC=C1)C=1C(=NN(C1O[C@H](CCNC1=C(C=NC(=C1)Cl)C1=NC=C(C=C1)C(F)F)C)C)C (S)-N-(3-((4-(4-Aminopyrimidin-2-yl)-1,3-dimethyl-1H-pyrazol-5-yl)oxy)butyl)-6'-chloro-5-(difluoromethyl)-[2,3'-bipyridin]-4'-amine